Cl.FC1=C(C=CC(=C1)C1NCCC1)C=1N=C2SC3=C(N2C1)C=CC(=C3)C(=O)NC 2-(2-fluoro-4-(pyrrolidin-2-yl)phenyl)-N-methylbenzo[d]imidazo[2,1-b]thiazole-7-carboxamide hydrochloride